C1=CN(C=C2N1C=C1C(=NC3=CC=CNC3=C1)OC=C2)C(=O)[O-] 3H,12H-pyrazino[1',2':5,6][1,5]oxazocino[2,3-b][1,5]naphthyridine-3-carboxylate